FC([C@H]1[C@](C1)(C)C(=O)N1CCC(CC1)=C)F |r| racemic-((1r,2r)-2-(difluoromethyl)-1-methylcyclopropyl)(4-methylenepiperidin-1-yl)methanone